(R)-5-((((6-(2-chloro-3-(3-chloro-2-(8-fluoro-2-(3-fluoropropyl)-1,2,3,4-tetrahydroisoquinolin-6-yl)pyridin-4-yl)phenyl)-2-methoxypyridin-3-yl)methyl)amino)methyl)pyrrolidin-2-one ClC1=C(C=CC=C1C1=C(C(=NC=C1)C=1C=C2CCN(CC2=C(C1)F)CCCF)Cl)C1=CC=C(C(=N1)OC)CNC[C@H]1CCC(N1)=O